4-((4-amino-7-isopropyl-5-(4-phenoxyphenyl)-7H-pyrrolo[2,3-d]pyrimidin-6-yl)ethynyl)piperidine-1-carbonitrile NC=1C2=C(N=CN1)N(C(=C2C2=CC=C(C=C2)OC2=CC=CC=C2)C#CC2CCN(CC2)C#N)C(C)C